1,3-di(naphthalen-1-yl)propane-1,3-dione C1(=CC=CC2=CC=CC=C12)C(CC(=O)C1=CC=CC2=CC=CC=C12)=O